FC1=CC(=C(C(=C1)C(C)C)NC(=O)N=S(=O)(N)C1=C(OC(=C1)C)C)C(C)C N'-((4-fluoro-2,6-diisopropylphenyl)carbamoyl)-2,5-dimethylfuran-3-sulfonimidamide